3-(4-amino-6-((R)-3-fluoro-3-methylpyrrolidin-1-yl)pyrido[3,4-d]pyrimidin-8-yl)-2,4-dimethylphenol NC=1C2=C(N=CN1)C(=NC(=C2)N2C[C@](CC2)(C)F)C=2C(=C(C=CC2C)O)C